CN(C1=C2N(C(C=C1CC1=CC=CC3=CC=CC=C13)=O)C=C(S2)C2=CC(=C(C=C2)OCCCCCCC)C)C 8-(dimethylamino)-2-(4-(heptyloxy)-3-methylphenyl)-7-(naphthalen-1-ylmethyl)-5-oxo-thiazolo[3,2-a]pyridine